FC=1C=C(C=C(C1)F)C1C2C(C3=NN(C(N31)=O)C3=CC=C(C=C3)F)C2 5-(3,5-difluorophenyl)-2-(4-fluorophenyl)-5,5a,6,6a-tetrahydrocyclopropa[3,4]pyrrolo[2,1-c][1,2,4]triazol-3(2H)-one